1-(aminomethyl)-N-cyclopropyl-4-methylcyclohexane-1-amine NCC1(CCC(CC1)C)NC1CC1